B-Carboline C1=NC=CC=2C3=CC=CC=C3NC12